4-(3,5-dimethylphenyl)-6,7-bis(3,3,3-trifluoropropyl)thieno[3,2-d]pyrimidine CC=1C=C(C=C(C1)C)C=1C2=C(N=CN1)C(=C(S2)CCC(F)(F)F)CCC(F)(F)F